tert-butyl 1'-(2,6-bis(benzyloxy)pyridin-3-yl)-1',4'-dihydro-2'H-spiro[piperidine-4,3'-quinoline]-1-carboxylate C(C1=CC=CC=C1)OC1=NC(=CC=C1N1CC2(CC3=CC=CC=C13)CCN(CC2)C(=O)OC(C)(C)C)OCC2=CC=CC=C2